3-(3-buten-1-yl)-2-pyrrolidone C(CC=C)C1C(NCC1)=O